methylenebis(diethylmalonic acid) cerium (IV) [Ce+4].C(C(C(=O)OCC)C(=O)OCC)C(C(=O)OCC)C(=O)OCC